FC(C1=CC=C(CN2CC(=C(C(=O)Br)C=C2)O)C=C1)(F)F 1-(4-trifluoromethylbenzyl)-3-hydroxyisonicotinic acid bromide